methyl 3,3-dimethyl-7-{[(1-methylcyclobutyl) amino] methyl}-2H-furo[3,2-b]pyridine-5-carboxylate CC1(COC=2C1=NC(=CC2CNC2(CCC2)C)C(=O)OC)C